(2R,5R)-2-ethyl-5-(hydroxymethyl)piperazine-1,4-dicarboxylic acid di-tert-butyl ester C(C)(C)(C)OC(=O)N1[C@@H](CN([C@H](C1)CO)C(=O)OC(C)(C)C)CC